1-{4-[6-bromo-1-(1,3,4-thiadiazol-2-yl)indazol-4-yl]piperazin-1-yl}-2-methylpropan-1-one BrC1=CC(=C2C=NN(C2=C1)C=1SC=NN1)N1CCN(CC1)C(C(C)C)=O